((4-cyanophenyl)amino)-3,4,5,6-tetrafluoro-N,N-dimethylbenzenesulfonamide C(#N)C1=CC=C(C=C1)NC1=C(C(=C(C(=C1F)F)F)F)S(=O)(=O)N(C)C